FC=1C=C2CC(CC2=CC1F)NC1=NC=C(C=N1)/C=C/C(=O)N1CC(C1)(C=1N=NNC1)C (E)-3-(2-((5,6-difluoro-2,3-dihydro-1H-inden-2-yl)amino)pyrimidin-5-yl)-1-(3-methyl-3-(1H-1,2,3-triazol-4-yl)azetidin-1-yl)prop-2-en-1-one